FC=1C=NC=CC1C1=NN2C(=NC=3C=CC=CC3C2=N1)[C@@](N)(C)C(=O)NCCC 2-[2-(3-fluoropyridin-4-yl)[1,2,4]triazolo[1,5-c]quinazolin-5-yl]-N-propyl-D-alaninamide